C1(=CC=CC=C1)C(CC=C)(C1=CC=CC=C1)NC(C=C(C)C)=O N-(1,1-diphenyl-but-3-en-1-yl)-3-methylbut-2-enamide